N-methyl-N-(2'-hydroxyethyl)-3-amino-3-methyl-1-butyne CN(C(C#C)(C)C)CCO